(3R)-N-butyl-3-{[5-(2,6-dimethoxyphenyl)-1-(2-methylpropyl)-1H-pyrazol-3-yl]formamido}-5-methylhexanamide C(CCC)NC(C[C@@H](CC(C)C)NC(=O)C1=NN(C(=C1)C1=C(C=CC=C1OC)OC)CC(C)C)=O